1-Methyl-N-[2-(pyridin-3-yl)-1,3-benzoxazol-5-yl]-1H-pyrazole-4-carboxamide CN1N=CC(=C1)C(=O)NC=1C=CC2=C(N=C(O2)C=2C=NC=CC2)C1